O=C1NC(CCC1N1C(C2=CC=C(C=C2C1=O)N1CCN(CC1)CN1CCN(CC1)C1=CC=C(C(=O)N2CCC(CC2)CCCCNC(\C=C\C=2C=NC=CC2)=O)C=C1)=O)=O (E)-N-(4-(1-(4-(4-((4-(2-(2,6-dioxopiperidin-3-yl)-1,3-dioxoisoindolin-5-yl)piperazin-1-yl)methyl)piperazin-1-yl)benzoyl)piperidin-4-yl)butyl)-3-(pyridin-3-yl)acrylamide